O.O.N1=CN=C(C2=C1NC=C2)C=2C=NN(C2)[C@H](CC#N)C2CCCC2 (R)-3-(4-(7H-pyrrolo[2,3-d]pyrimidin-4-yl)-1H-pyrazol-1-yl)-3-cyclopentylpropanenitrile dihydrate